C(C)C(COC(CCCCCCC(CN(CCCC(=O)OCCN1CCN(CC1)CCSSCCCCN(CC(CCCCCCC(=O)OCCCC)O)CC(CCCCCCC(=O)OCCCC)O)CC(CCCCCCC(OCC(CC)CC)=O)O)O)=O)CC Dibutyl 9,9'-((4-((2-(4-(2-((4-(bis(9-(2-ethylbutoxy)-2-hydroxy-9-oxononyl)amino)-butanoyl)oxy)ethyl)piperazin-1-yl)ethyl)disulfaneyl)butyl)azanediyl)bis(8-hydroxynonanoate)